O[C@H](C(=O)OCC)C (S)-ethyl 2-hydroxypropanoate